1-(5,6-difluoro-1,3-dihydro-2H-isoindol-2-yl)-2-(1,3-thiazol-2-ylsulfonyl)ethanone FC=1C=C2CN(CC2=CC1F)C(CS(=O)(=O)C=1SC=CN1)=O